(E)-3-(3,4-dimethoxybenzylidene)pyrrolidine-2,5-dione COC=1C=C(\C=C/2\C(NC(C2)=O)=O)C=CC1OC